amyl-pentadecyl-2-hexadecen-1-ol C(CCCC)C(C=CCCCCCCCCCCCCC)(O)CCCCCCCCCCCCCCC